5-[4-amino-1-(4-aminobutyl)pyrazolo[3,4-d]pyrimidin-3-yl]-1,3-benzoxazol-2-amine NC1=C2C(=NC=N1)N(N=C2C=2C=CC1=C(N=C(O1)N)C2)CCCCN